3-methacryloxypropyltris(trimethoxysilyloxy)silane C(C(=C)C)(=O)OCCC[Si](O[Si](OC)(OC)OC)(O[Si](OC)(OC)OC)O[Si](OC)(OC)OC